BrC1=NN(C(=C1C#N)NC1=NN(C=C1)CCC(=O)OC(C)(C)C)COCC[Si](C)(C)C tert-butyl 3-{3-[(3-bromo-4-cyano-1-{[2-(trimethylsilyl)ethoxy]methyl}-1H-pyrazol-5-yl)amino]-1H-pyrazol-1-yl}propanoate